C(C)OC1=CC=C(C=N1)C1=CN=CC(=N1)C(=O)NCCC1=C(C=CC(=C1)C(C)O)F 6-(6-ethoxypyridin-3-yl)-N-(2-fluoro-5-(1-hydroxyethyl)phenethyl)pyrazine-2-carboxamide